COC1=CC=C2C(=NC(=NC2=C1)N1CC2(CN(C2)C(C=C)=O)CC1)C1=C2C=NNC2=CC=C1C 1-(6-(7-methoxy-4-(5-methyl-1H-indazol-4-yl)-2-quinazolinyl)-2,6-diazaspiro[3.4]octan-2-yl)-2-propen-1-one